ClC1=C(C2=CC=C(C=C2C=C1)Cl)O 2,6-dichloro-1-naphthol